Methyl 2,2-dimethyl-3-[3-[1-[(3R)-3-(tetrazol-1-yl)pyrrolidine-1-carbonyl]azetidin-3-yl]oxyphenyl]propanoate CC(C(=O)OC)(CC1=CC(=CC=C1)OC1CN(C1)C(=O)N1C[C@@H](CC1)N1N=NN=C1)C